O[C@@]1(CC(NCC1)(C)C)C=1C=C2CN(C(C2=CC1)=O)C1C(NC(CC1)=O)=O 3-[5-[(4S)-4-hydroxy-2,2-dimethyl-4-piperidyl]-1-oxo-isoindolin-2-yl]piperidine-2,6-dione